FC(C(=O)N=S(=O)(CCCOC1=CC(=NC2=C(N=CC=C12)C1=CC=NN1C1OCCCC1)N1CCOCC1)C)(F)F 2,2,2-trifluoro-N-{methyl[3-({2-(morpholin-4-yl)-8-[1-(tetrahydro-2H-pyran-2-yl)-1H-pyrazol-5-yl]-1,7-naphthyridin-4-yl}oxy)propyl]oxido-λ6-sulfanylidene}acetamide